ammonio-methyl-amide [NH3+][N-]C